[(1R)-2,2-difluoro-1-{[(3S)-3-fluoropyrrolidin-1-yl]methyl}cyclopropyl]methanol FC1([C@](C1)(CN1C[C@H](CC1)F)CO)F